tert-Butyl 3-((2-(N,N-bis(4-methoxybenzyl)sulfamoyl)-4-(2-cyanobenzo[d]thiazol-4-yl)-3-(1-(4-methoxybenzyl)-1H-tetrazol-5-yl)phenyl)sulfonyl)azetidine-1-carboxylate COC1=CC=C(CN(S(=O)(=O)C2=C(C=CC(=C2C2=NN=NN2CC2=CC=C(C=C2)OC)C2=CC=CC3=C2N=C(S3)C#N)S(=O)(=O)C3CN(C3)C(=O)OC(C)(C)C)CC3=CC=C(C=C3)OC)C=C1